(S)-7-(benzyloxy)-1-(4-fluorophenyl)-1,2,3,4-tetrahydroisoquinoline C(C1=CC=CC=C1)OC1=CC=C2CCN[C@H](C2=C1)C1=CC=C(C=C1)F